N1(N=CC=C1)C=1C=C(CN(C2=CC(=CC=C2)COCCOC2=CC(=CC=C2)N(C)C)CC2=CC(=CC=C2)OC)C=CC1 N-(3-(1H-pyrazol-1-yl)benzyl)-3-((2-(3-(dimethylamino)phenoxy)ethoxy)methyl)-N-(3-methoxybenzyl)aniline